Benzyloxyphthalide C(C1=CC=CC=C1)OC1OC(=O)C2=CC=CC=C12